tert-butyl 7-((1-(6-(1-cyclopropyl-1-hydroxyethyl)-5-fluoropyridin-2-yl)-2-isopropyl-3-oxo-2,3-dihydro-1H-pyrazolo[3,4-d]pyrimidin-6-yl)amino)-3,4-dihydroisoquinoline-2(1H)-carboxylate C1(CC1)C(C)(O)C1=C(C=CC(=N1)N1N(C(C=2C1=NC(=NC2)NC2=CC=C1CCN(CC1=C2)C(=O)OC(C)(C)C)=O)C(C)C)F